[4-(Difluoromethoxy)phenyl][2-(4-fluoroanilino)-4-methyl-1,3-thiazol-5-yl]methanone FC(OC1=CC=C(C=C1)C(=O)C1=C(N=C(S1)NC1=CC=C(C=C1)F)C)F